6-(4-amino-2-methoxyphenyl)-5-(3-fluoro-4-((4-methylpyrimidin-2-yl)oxy)phenyl)-7-methyl-5H-pyrrolo[3,2-d]pyrimidin-4-amine NC1=CC(=C(C=C1)C1=C(C=2N=CN=C(C2N1C1=CC(=C(C=C1)OC1=NC=CC(=N1)C)F)N)C)OC